C(CCCCCCCCCCCCCCCCCCCCC)(=O)O (13Z)-docosanoic acid